C1CCC2=C(C=CC=C12)NC(=O)C1=C(OC=2N=CN=C(C21)NC2(CC2)C)C N-(2,3-dihydro-1H-inden-4-yl)-6-methyl-4-[(1-methylcyclopropyl)amino]furo[2,3-d]pyrimidine-5-carboxamide